(2-cyclohexylsulfonyl-2,6-diazaspiro[3.3]heptan-6-yl)-[6-(3-cyclopropyl-1,2,4-triazol-1-yl)-2-azaspiro[3.3]heptan-2-yl]methanone C1(CCCCC1)S(=O)(=O)N1CC2(C1)CN(C2)C(=O)N2CC1(C2)CC(C1)N1N=C(N=C1)C1CC1